6-((1H-pyrazol-4-yl)thio)-2-((1-cyclopropyl-1H-pyrazol-3-yl)methyl)phthalazin-1(2H)-one N1N=CC(=C1)SC=1C=C2C=NN(C(C2=CC1)=O)CC1=NN(C=C1)C1CC1